(2h)pyridine N1CC=CC=C1